ClC1=C(C=O)C(=CC=N1)C1=CC=C(C=C1)Cl 2-chloro-4-(4-chlorophenyl)nicotinaldehyde